1-methyl-N3-(5-spiro[2H-benzofuran-3,1'-cyclopropane]-4-yloxypyrazin-2-yl)pyrazole-3,4-diamine CN1N=C(C(=C1)N)NC1=NC=C(N=C1)OC1=CC=CC2=C1C1(CC1)CO2